COC=1C=C(C=NC1)C1(CC1)OCC(=O)N1CC2CCC(C1)N2C2=NC=C(C#N)C=C2 6-(3-(2-(1-(5-methoxypyridin-3-yl)cyclopropoxy)acetyl)-3,8-diazabicyclo[3.2.1]octan-8-yl)nicotinonitrile